2-(4-((1-(2-(2,6-dioxopiperidin-3-yl)-1,3-dioxoisoindolin-5-yl)azetidin-3-yl)ethynyl)-5-methyl-1H-pyrazol-1-yl)-2-methyl-N-(2-(prop-1-yn-1-yl)-4-(trifluoromethyl)phenyl)propanamide O=C1NC(CCC1N1C(C2=CC=C(C=C2C1=O)N1CC(C1)C#CC=1C=NN(C1C)C(C(=O)NC1=C(C=C(C=C1)C(F)(F)F)C#CC)(C)C)=O)=O